[Cl-].C(C1=CC=CC=C1)[N+](CCO)(C)C N-benzyl-N,N-dimethyl-N-(beta-hydroxyethyl)ammonium chloride